FC=1C=C(C(=O)NC=2C=NC(=CC2)N2C[C@@H]3[C@H](C2)CCC3)C=C(C1O)C=O 3-fluoro-5-formyl-N-(6-((3aR,6aS)-hexahydrocyclopenta[c]Pyrrol-2(1H)-yl)pyridin-3-yl)-4-hydroxybenzamide